1-(6-(8-((3-methyl-4-((1-methyl-1H-benzo[d][1,2,3]triazol-5-yl)oxy)phenyl)amino)pyrimido[5,4-d]pyrimidin-2-yl)-1,6-diazaspiro[3.4]octan-1-yl)prop-2-en-1-one CC=1C=C(C=CC1OC1=CC2=C(N(N=N2)C)C=C1)NC1=NC=NC2=C1N=C(N=C2)N2CC1(CCN1C(C=C)=O)CC2